1-[5-(oxetan-3-yl)pyrimidin-2-yl]-1H-1,2,4-triazol O1CC(C1)C=1C=NC(=NC1)N1N=CN=C1